2-HYDROXY-5-METHYLISONICOTINALDEHYDE OC=1C=C(C=O)C(=CN1)C